2-(1H-imidazol-1-yl)-5-methylpyrido[3,2-d]pyrimidine-6,8(5H,7H)-dione N1(C=NC=C1)C=1N=CC2=C(N1)C(CC(N2C)=O)=O